1-(4-(3-(difluoromethyl)-5-fluorobenzyl)pyridin-2-yl)-4,5,6,7-tetrahydro-1H-benzo[d][1,2,3]triazol-4-amine hydrochloride Cl.FC(C=1C=C(CC2=CC(=NC=C2)N2N=NC3=C2CCCC3N)C=C(C1)F)F